4,4-difluoro-pyrrolidine FC1(CCNC1)F